isothiocyanatoethylsulfide N(=C=S)CCSCCN=C=S